tert-Butyl cyclopropanecarboxylate C1(CC1)C(=O)OC(C)(C)C